6'-chloro-2-methyl-1',2'-dihydrospiro[cyclopropane-1,3'-pyrrolo[3,2-c]pyridine] ClC1=CC2=C(C=N1)C1(CN2)C(C1)C